3-((3-phenethyl-3-(tetrahydrofuran-2-yl)pyrrolidin-1-yl)methyl)pyridine C(CC1=CC=CC=C1)C1(CN(CC1)CC=1C=NC=CC1)C1OCCC1